2-(4-chloro-7-quinolinyl)-5-methyl-1,3,4-oxadiazole ClC1=CC=NC2=CC(=CC=C12)C=1OC(=NN1)C